O1C=C(C2=C1C=CC=C2)C[C@@H](B2OC(C(O2)(C)C)(C)C)NC(=O)C2C1CCC(C2)O1 N-((R)-2-(benzofuran-3-yl)-1-(4,4,5,5-tetramethyl-1,3,2-dioxaborolan-2-yl)ethyl)-7-oxabicyclo[2.2.1]heptane-2-carboxamide